C1(CCC1)OC1=NC=2N(C=C1C(=O)NC=1C(N(C=CC1)C1CC1)=O)C=C(N2)[C@@]21CO[C@@](CC2)(C1)C 7-Cyclobutoxy-N-(1-cyclopropyl-2-oxo-1,2-dihydropyridin-3-yl)-2-((1S,4R)-1-methyl-2-oxabicyclo[2.2.1]hept-4-yl)imidazo[1,2-a]pyrimidine-6-carboxamide